ClC1=CC(=C(C=C1)N1CCN(CC1)C1=C(C(=O)O)C=CC=C1)F 2-(4-(4-chloro-2-fluorophenyl)piperazin-1-yl)benzoic acid